N[C@H](C(=O)N1[C@@H](C[C@H](C1)O)C(=O)N[C@@H](C(F)(F)F)C1=CC=C(C=C1)C1=C(N=CS1)C)C(C)(C)C (2S,4R)-1-((S)-2-amino-3,3-dimethylbutanoyl)-4-hydroxy-N-((R)-2,2,2-trifluoro-1-(4-(4-methylthiazol-5-yl)phenyl)ethyl)pyrrolidine-2-carboxamide